O=C1NC(CCC1N1C(C2=CC=C(C=C2C1=O)N1CCC(CC1)N1CCN(CC1)C(=O)OCC1=CC=CC=C1)=O)=O benzyl 4-(1-(2-(2,6-dioxopiperidin-3-yl)-1,3-dioxoisoindoline-5-yl)piperidin-4-yl)piperazine-1-carboxylate